(S)-(2-(2-fluoropropan-2-yl)oxazol-5-yl)(4-(4-(trifluoromethyl)pyrazolo[1,5-a]pyridin-2-yl)-1,4,6,7-tetrahydro-5H-imidazo[4,5-c]pyridin-5-yl)methanone FC(C)(C)C=1OC(=CN1)C(=O)N1[C@@H](C2=C(CC1)NC=N2)C2=NN1C(C(=CC=C1)C(F)(F)F)=C2